BrC1=C(CCC2=NC=3N(C(N(C(C3N2CC2CCCC2)=O)CC#C)=O)CCCCP(O)(O)=O)C=CC=C1 (4-(8-(2-Bromophenethyl)-7-(cyclopentylmethyl)-2,6-dioxo-1-(prop-2-yn-1-yl)-1,2,6,7-tetrahydro-3H-purin-3-yl)butyl)phosphonic acid